FC1=CC=C(C=C1)CNC(=O)N1CC=2CN(CC2C1)S(=O)(=O)C=1C=NC=CC1 N-[(4-fluorophenyl)methyl]-5-(pyridine-3-sulfonyl)-1H,2H,3H,4H,5H,6H-pyrrolo[3,4-c]pyrrole-2-carboxamide